CN1C(=NC2=C1C=CC=C2)COC2=CC=C(C=C2)C2=NN(C=C2C2=CC=NC=C2)CC(F)(F)F 1-Methyl-2-{4-[4-pyridin-4-yl-1-(2,2,2-trifluoro-ethyl)-1H-pyrazol-3-yl]-phenoxymethyl}-1H-benzoimidazole